ClC=1C=C(C=CC1C)NC(=O)[C@H]1N(CCC1)C1=NC(=CC(=C1)C(F)(F)F)C (S)-N-(3-chloro-4-methylphenyl)-1-(6-methyl-4-(trifluoromethyl)pyridin-2-yl)pyrrolidine-2-carboxamide